CC1NCC2CNCCC21 methyloctahydro-2H-pyrrolo[3,4-c]pyridin